tert-butyl (5-((4-bromophenyl)thio)-4-methylthiazol-2-yl)carbamate BrC1=CC=C(C=C1)SC1=C(N=C(S1)NC(OC(C)(C)C)=O)C